N-{2-[(3S,4R)-3-fluoro-4-methoxy-3-methylpiperidin-1-yl]pyrimidin-4-yl}-8-[(2R,3S)-3-(methanesulfonylmeth-yl)-2-methylazetidin-1-yl]-5-(propan-2-yl)isoquinolin-3-amine F[C@]1(CN(CC[C@H]1OC)C1=NC=CC(=N1)NC=1N=CC2=C(C=CC(=C2C1)C(C)C)N1[C@@H]([C@H](C1)CS(=O)(=O)C)C)C